methyl (2S)-2-{[(1S,3aR,6aS)-2-(4-methoxy-1H-indole-2-carbonyl)-hexahydro-1H-cyclopenta[c]pyrrol-1-yl]formamido}-3-[(3S)-2-oxopiperidin-3-yl]propanoate COC1=C2C=C(NC2=CC=C1)C(=O)N1[C@@H]([C@@H]2[C@H](C1)CCC2)C(=O)N[C@H](C(=O)OC)C[C@H]2C(NCCC2)=O